2-[4-[4-[1-(5-chloropyrimidin-2-yl)-4-piperidyl]butoxy]-2-fluoro-phenyl]-1-[3-[[[(2S,3R,4R,5R)-2,3,4,5,6-pentahydroxyhexyl]amino]methyl]azetidin-1-yl]ethanone ClC=1C=NC(=NC1)N1CCC(CC1)CCCCOC1=CC(=C(C=C1)CC(=O)N1CC(C1)CNC[C@@H]([C@H]([C@@H]([C@@H](CO)O)O)O)O)F